(E)-N-(3-(2-(4,4-difluorocyclohexyl)vinyl)-4-methoxyphenyl)methanesulfonamide methyl-1-((6-(1-(tert-butoxycarbonyl)azetidin-3-yl)-4-methylpyridin-3-yl)methyl)piperidine-4-carboxylate COC(=O)C1CCN(CC1)CC=1C=NC(=CC1C)C1CN(C1)C(=O)OC(C)(C)C.FC1(CCC(CC1)/C=C/C=1C=C(C=CC1OC)NS(=O)(=O)C)F